C(C)(C)(C)SC1CCC(CC1)=O 4-(tert-butylthio)cyclohexanone